2-(3,4-dimethoxybenzylthio)ethylamine malate C(C(O)CC(=O)O)(=O)O.COC=1C=C(CSCCN)C=CC1OC